C(C)OC1=NC(=CC(=C1)B1OC(C(O1)(C)C)(C)C)C(F)(F)F 2-ethoxy-4-(4,4,5,5-tetramethyl-1,3,2-dioxaborolan-2-yl)-6-(trifluoromethyl)pyridine